[Cl-].NCCCC1=NC=CN1C aminopropyl-3-methylimidazole chloride